NCC(CN1N=CN(C1=O)C1=NC=C(C=C1C)C1=CC=C(C=C1)C=1C=NN(C1)CC)=C(F)F 2-[2-(aminomethyl)-3,3-difluoro-allyl]-4-[5-[4-(1-ethylpyrazol-4-yl)phenyl]-3-methyl-2-pyridyl]-1,2,4-triazol-3-one